C(C)OC(C1=C(C=C(C=C1)C)[C@@H]1CN(C[C@H]1C(C)=O)CC1=CC=CC=C1)=O ((3R,4S)-4-acetyl-1-Benzylpyrrolidin-3-yl)-4-methylbenzoic acid ethyl ester